(2S,3S)-1-[3-cyano-6-methyl-4-(trifluoromethyl)-2-pyridyl]-N-(4-fluorophenyl)-3-hydroxy-N-methyl-pyrrolidine-2-carboxamide C(#N)C=1C(=NC(=CC1C(F)(F)F)C)N1[C@@H]([C@H](CC1)O)C(=O)N(C)C1=CC=C(C=C1)F